1,4-Anhydro-xylitol C1[C@H](O)[C@@H](O)[C@H](O1)CO